ClC1=CC=NC2=CC(=CC=C12)C1=C(C=C(C(=O)N2CC(C2)NC(OC(C)(C)C)=O)C=C1)F tert-butyl 1-(4-(4-chloroquinolin-7-yl)-3-fluorobenzoyl)azetidin-3-ylcarbamate